4,4,5,5-tetramethyl-2-(3-{[4-(trifluoromethyl)phenyl]methoxy}phenyl)-1,3,2-dioxaborolane CC1(OB(OC1(C)C)C1=CC(=CC=C1)OCC1=CC=C(C=C1)C(F)(F)F)C